ClC1=CC=C(C=C1)[C@@]1(N(C(C2=CC(=CC(=C12)F)C(C)(C)O)=O)[C@@H](C)C1=NC=C(C=C1)Cl)OCC1(CC1)C(=O)N 1-({[(1R)-1-(4-chlorophenyl)-2-[(1S)-1-(5-chloropyridin-2-yl)ethyl]-7-fluoro-5-(2-hydroxypropan-2-yl)-3-oxo-2,3-dihydro-1H-isoindol-1-yl]oxy}methyl)cyclopropane-1-carboxamide